(1S,3R)-3-(2-(3-fluoropyridin-2-yl)-6-(1H-1,2,4-triazol-3-yl)-1H-imidazo[4,5-c]pyridin-1-yl)cyclohexan-1-amine FC=1C(=NC=CC1)C=1N(C2=C(C=NC(=C2)C2=NNC=N2)N1)[C@H]1C[C@H](CCC1)N